(6S)-1-tert-butyl-1,4-diazepan-6-ol C(C)(C)(C)N1CCNC[C@@H](C1)O